CC1=CC(=NC=C1B1OC(C(O1)(C)C)(C)C)C(C)=O 1-(4-methyl-5-(4,4,5,5-tetramethyl-1,3,2-dioxaborolan-2-yl)pyridin-2-yl)ethan-1-one